CC1(CCC(=O)NC(CC1)=O)C dimethyl-pimelimide